4-{[3-Methoxy-4-(1-methyl-1H-1,2,4-triazol-3-yl)pyridin-2-yl]amino}-N-(2H3)methyl-6-propanamidopyridazin-3-carboxamid COC=1C(=NC=CC1C1=NN(C=N1)C)NC1=C(N=NC(=C1)NC(CC)=O)C(=O)NC([2H])([2H])[2H]